1-((2-acetamidothiazol-5-yl)methyl)-N-(4-fluorophenyl)piperidine-4-carboxamide C(C)(=O)NC=1SC(=CN1)CN1CCC(CC1)C(=O)NC1=CC=C(C=C1)F